C1(=CC=CC=C1)[Si](OC)(OC)OC Phenyl-trimethyloxysilane